FC1=CC=C(C=C1)C1(CC1)NC=1C2=C(N=C(N1)SCCCC)N(N=N2)C2CC(C1C2OC(O1)(C)C)O 6-[7-[[(4-Fluorophenyl)cyclopropyl]amino]-5-(butylthio)-3H-1,2,3-triazolo[4,5-d]pyrimidin-3-yl]-tetrahydro-2,2-dimethyl-4H-cyclopenta-1,3-dioxol-4-ol